N-(amino(4-(2-hydroxypropan-2-yl)thiazol-2-yl)(oxo)-λ6-sulfaneylidene)-2-(3-cyano-2,6-diisopropylphenyl)acetamide NS(=NC(CC1=C(C(=CC=C1C(C)C)C#N)C(C)C)=O)(=O)C=1SC=C(N1)C(C)(C)O